9-(1-cyclopentyl-1,2,3,6-tetrahydropyridin-4-yl)-1-methyl-N-(3-(methylsulfonyl)phenyl)-6,7-dihydro-5H-benzo[c][1,2,3]triazolo[1,5-a]azepin-7-amine 2,2,2-trifluoroacetate FC(C(=O)O)(F)F.C1(CCCC1)N1CCC(=CC1)C1=CC2=C(C=3N(CCC2NC2=CC(=CC=C2)S(=O)(=O)C)N=NC3C)C=C1